CC1([C@H](C1)C(=O)N1CCC(CC1)N1N=CC(=C1)NC1=NC=C(C(=N1)C1=CC=C(C(=O)O)C=C1)C)C (S)-4-(2-((1-(1-(2,2-dimethylcyclopropanecarbonyl)piperidin-4-yl)-1H-pyrazol-4-yl)amino)-5-methylpyrimidin-4-yl)benzoic acid